ethyl-(2-isocyanatoethyl)dimethoxysilane C(C)[Si](OC)(OC)CCN=C=O